ethyl (2R,3S)-3-((methylsulfonyl)amino)-2-(((cis-4-phenylcyclohexyl) oxy)methyl)-piperidine-1-carboxylate CS(=O)(=O)N[C@@H]1[C@@H](N(CCC1)C(=O)OCC)CO[C@@H]1CC[C@@H](CC1)C1=CC=CC=C1